CC12C(CC(CC1)C2(C)C)O (exo)-1,7,7-trimethylbicyclo[2.2.1]heptan-2-ol